N-{3-[({2-[(4-{[(3R)-3-hydroxypyrrolidin-1-yl]carbonyl}phenyl)amino]-5-(trifluoromethyl)pyrimidin-4-yl}amino)methyl]pyridin-2-yl}-N-methylmethane-sulfonamide O[C@H]1CN(CC1)C(=O)C1=CC=C(C=C1)NC1=NC=C(C(=N1)NCC=1C(=NC=CC1)N(S(=O)(=O)C)C)C(F)(F)F